3-(butoxymethyl)-1-{[6-chloro-5-(trifluoromethyl)(2-pyridyl)]amino}-4-methylazoline-2,5-dione C(CCC)OCC=1C(N(C(C1C)=O)NC1=NC(=C(C=C1)C(F)(F)F)Cl)=O